[N+](=O)([O-])C1=CC=C(C=C1)CN1CCN(CC1)CCC(=O)NCC1=NC=CC=C1 3-{4-[(4-nitrophenyl)methyl]piperazin-1-yl}-N-(pyridin-2-ylmethyl)propionamide